N[C@@H](C)C(=O)N1[C@@H](C[C@@H](O)C1)C(=O)C(C1=CC=CC=C1)[N-]C(CCC(N)N)=O alanyl-hydroxyprolyl-diaminobutyryl-benzylamide